methyl 2-amino-3-(2-bromobenzoyl)-4h,5h,6h-cyclopenta[b]thiophene-5-carboxylate NC1=C(C2=C(S1)CC(C2)C(=O)OC)C(C2=C(C=CC=C2)Br)=O